FC1=NC(=CC=C1C=1N(C2=CC(=CC=C2C1)O)C(=O)OC(C)(C)C)N1CCC(CC1)CO tert-butyl 2-{2-fluoro-6-[4-(hydroxymethyl)piperidin-1-yl]pyridin-3-yl}-6-hydroxy-1H-indole-1-carboxylate